tert-Butyl ((1S,3S)-3-((5-(2-methoxyphenyl)pyridin-2-yl)amino)cyclopentyl)carbamate COC1=C(C=CC=C1)C=1C=CC(=NC1)N[C@@H]1C[C@H](CC1)NC(OC(C)(C)C)=O